ClC1=C(C(=CC=C1Cl)OCOCC[Si](C)(C)C)C(CC(=O)OCC)C[N+](=O)[O-] ethyl 3-(2,3-dichloro-6-{[2-(trimethylsilyl)ethoxy]methoxy}phenyl)-4-nitrobutyrate